3-(trifluoromethyl)-5,6,6a,7,9,10-hexahydro-8H-pyrazino[1,2-a]pyrido[3,2-e]pyrazin FC(C1=CC=2NCC3N(C2N=C1)CCNC3)(F)F